silver-platinum ruthenium [Ru].[Pt].[Ag]